C(C)(C)(C)C1CC12N(CCN(C2)C2=NC(=NC1=CC(=C(C=C21)F)Br)OC[C@]21CCCN1C[C@@H](C2)F)C(=O)O.C(CCCCCCC\C=C/C\C=C/C\C=C/CC)(=O)N[C@@H]([C@@H](C)CC)C(=O)O N-α-linolenoyl-isoleucine tert-butyl-7-(2-{[(2R,7aS)-2-fluoro-hexahydro-1H-pyrrolizin-7a-yl]methoxy}-7-bromo-6-fluoroquinazolin-4-yl)-4,7-diazaspiro[2.5]octane-4-carboxylate